5-(2-Fluorophenyl)-7-(hydroxymethyl)-3-methylquinoxalin-2(1H)-one FC1=C(C=CC=C1)C1=C2N=C(C(NC2=CC(=C1)CO)=O)C